The molecule is an amino nonasaccharide that consists of the disaccharide beta-D-GlcpNAc-(1->4)-D-GlcpNAc having a branched heptamannosyl moiety attached at position 4. It is an amino nonasaccharide, a glucosamine oligosaccharide and a (Hex)6,7(HexNAc)2. CC(=O)N[C@@H]1[C@H]([C@@H]([C@H](O[C@H]1O[C@@H]2[C@H](OC([C@@H]([C@H]2O)NC(=O)C)O)CO)CO)O[C@H]3[C@H]([C@H]([C@@H]([C@H](O3)CO[C@@H]4[C@H]([C@H]([C@@H]([C@H](O4)CO[C@@H]5[C@H]([C@H]([C@@H]([C@H](O5)CO)O)O)O)O)O[C@@H]6[C@H]([C@H]([C@@H]([C@H](O6)CO)O)O)O)O)O)O[C@@H]7[C@H]([C@H]([C@@H]([C@H](O7)CO[C@@H]8[C@H]([C@H]([C@@H]([C@H](O8)CO)O)O)O)O)O)O[C@@H]9[C@H]([C@H]([C@@H]([C@H](O9)CO)O)O)O)O)O